3,5-difluoro-4-[[4-(2-furylmethyl)-5-(2-pyridyl)-1,2,4-triazol-3-yl]sulfanyl]benzenecarbohydroxamic acid FC=1C=C(C=C(C1SC1=NN=C(N1CC=1OC=CC1)C1=NC=CC=C1)F)C(=O)NO